(R)-N-(4,4-difluoro-1-methylpyrrolidin-3-yl)-5-(1-(2,2-difluoroethyl)-1H-benzo[d]imidazol-6-yl)-6-fluoro-4-methoxypyrrolo[2,1-f][1,2,4]triazin-2-amine FC1([C@@H](CN(C1)C)NC1=NN2C(C(=N1)OC)=C(C(=C2)F)C=2C=CC1=C(N(C=N1)CC(F)F)C2)F